[Na+].[Na+].P(OC(C=1C(NC)=CC=CC1)=O)(=O)(OP(=O)([O-])[O-])OC[C@@H]1[C@H]([C@H]([C@@H](O1)N1C=NC=2C(N)=NC=NC12)O)O O-(N-Methylanthraniloyl) Adenosine-5'-Diphosphate, Disodium Salt